The molecule is a member of the class of acetophenones that is acetophenone substituted by methoxy groups at positions 3' and 4' respectively. It is a member of acetophenones and a dimethoxybenzene. CC(=O)C1=CC(=C(C=C1)OC)OC